Cl.CN[C@@H](C(C)C)C(=O)OC methyl methyl-L-valinate HCl